(±)-methyl 2-((3-methyldodec-1-en-1-yl)oxy)propanoate CC(C=COC(C(=O)OC)C)CCCCCCCCC